5-(piperazin-1-yl)benzoic acid hydrochloride Cl.N1(CCNCC1)C=1C=CC=C(C(=O)O)C1